(phenylpropyl)-1-(4-(hydroxycarbamoyl)benzyl)-1H-indole-3-carboxamide C1(=CC=CC=C1)CCCC=1N(C2=CC=CC=C2C1C(=O)N)CC1=CC=C(C=C1)C(NO)=O